diphenyl-mono(2,4,6-trimethyl-benzoyl)oxygen phosphorus [P].C1(=CC=CC=C1)C=1C(=C(C(=C(C(=O)[O])C1C)C)C1=CC=CC=C1)C